NC=1C=CC(=C(C(=O)N[C@H](C)C2=CC=CC3=CC=CC=C23)C1)F (R)-5-amino-2-fluoro-N-(1-(naphthalen-1-yl)ethyl)benzamide